C1(CC1)CNCC(=O)NC=1C=CC(=C(C(=O)N[C@H](C)C2=CC=CC3=CC=CC=C23)C1)C (R)-5-(2-((cyclopropylmethyl)amino)acetamido)-2-methyl-N-(1-(naphthalen-1-yl)ethyl)benzamide